COC1=C(C=CC(=C1)OC)C(/C=C/C1=CC=C(OCC(=O)O)C=C1)=O 2-[4-[(E)-3-(2,4-Dimethoxyphenyl)-3-oxoprop-1-enyl]phenoxy]acetic acid